ClC=1C=C(C=CC1C=1N(C2=NC=NC(=C2N1)OC1(CC1)C)CC1=NC=CC(=C1)C)C1CCC(N1)=O 5-(3-chloro-4-(6-(1-methylcyclopropoxy)-9-((4-methylpyridin-2-yl)methyl)-9H-purin-8-yl)phenyl)pyrrolidin-2-one